C(C)N1CCN(CC1)CC N,N'-diethylpiperazine